C(C(=C)C)(=O)OCCOC(CC(C)=O)=O ethylene glycol acetylacetate methacrylate